2-hydroxy-3-(4-(2-hydroxyethyl)piperazin-1-yl)propane-1-sulfonic acid OC(CS(=O)(=O)O)CN1CCN(CC1)CCO